O=C(C(=O)O)NCCCC1=CC=CC=C1 2-oxo-2-(3-phenylpropylamino)acetic acid